ClC1=CC(=C(C=C1)N1N=C(NC1=O)C)F (4-chloro-2-fluorophenyl)-5-methyl-2,4-dihydro-3H-1,2,4-triazole-3-one